NCC(C(=O)NC1=CC=2C(=CN=CC2)S1)C1=CC=C(C=C1)C 3-amino-N-(thieno[2,3-c]pyridin-2-yl)-2-(p-tolyl)propanamide